(cis)-3-(hydroxymethyl)-3-nitro-2-({[(cis)-4-phenylcyclohexyl]oxy}methyl)piperidine-1-carboxylic acid tert-butyl ester C(C)(C)(C)OC(=O)N1[C@H]([C@](CCC1)([N+](=O)[O-])CO)CO[C@@H]1CC[C@@H](CC1)C1=CC=CC=C1